C(C1=CC=CC=C1)OP(=O)(OCC1=CC=CC=C1)OCOC(=O)N(CC(=O)OCC1=CC=CC=C1)CCOC(=O)Cl benzyl N-((((bis(benzyloxy)phosphoryl)oxy)methoxy)carbonyl)-N-(2-((chlorocarbonyl)oxy)ethyl)glycinate